4-(cyclopropylmethylamino)-2-((1r,4r)-4-hydroxycyclohexylamino)pyrimidine-5-carboxamide C1(CC1)CNC1=NC(=NC=C1C(=O)N)NC1CCC(CC1)O